NC1=CC(=C(C(=N1)C1=C(C=C2C(=NC=NC2=C1)N1CCN(CC1)C(C(=C)F)=O)Cl)C(F)(F)F)C 1-(4-[7-[6-amino-4-methyl-3-(trifluoromethyl)pyridin-2-yl]-6-chloroquinazolin-4-yl]piperazin-1-yl)-2-fluoroprop-2-en-1-one